N[C@H](C(=O)N[C@H](C(=O)O)CC1=CC(=C(C=C1)O)OC)CC1=CC(=C(C=C1)O)O (2S)-2-[[(2S)-2-amino-3-(3,4-dihydroxyphenyl)propionyl]amino]-3-(4-hydroxy-3-methoxyphenyl)propanoic acid